7-(4-chloro-2-fluoro-phenyl)-5-[(6R)-6-(1-cyclopropylpyrazol-4-yl)-3,6-dihydro-2H-pyran-4-yl]-N,N-dimethyl-thiazolo[4,5-d]pyrimidin-2-amine ClC1=CC(=C(C=C1)C=1C2=C(N=C(N1)C=1CCO[C@H](C1)C=1C=NN(C1)C1CC1)N=C(S2)N(C)C)F